C(C)OCCOCCOC1=CC=C(C=C1)CCCC(C(=O)O)N1CCN(CCN(CCN(CC1)C(CO)C(=O)O)C(CO)C(=O)O)C(CO)C(=O)O 5-{4-[2-(2-ethoxyethoxy)ethoxy]phenyl}-2-[4,7,10-tris(1-carboxy-2-hydroxyethyl)-1,4,7,10-tetraazacyclododec-1-yl]pentanoic acid